(E)-2-(3-(hydroxyamino)-3-oxoprop-1-en-1-yl)-N-(2-(trifluoromethyl)-[1,1'-biphenyl]-4-yl)benzamide ONC(/C=C/C1=C(C(=O)NC2=CC(=C(C=C2)C2=CC=CC=C2)C(F)(F)F)C=CC=C1)=O